C[C@@H]1CNC(O1)=O |r| racemic-5-methyloxazolidin-2-one